9-(3-(4-chloro-6-phenyl-1,3,5-triazin-2-yl)phenyl)-1,5-diazacarbazole ClC1=NC(=NC(=N1)C1=CC=CC=C1)C=1C=C(C=CC1)N1C2=CC=CN=C2C=2C=CC=NC12